tert-butyl (S)-2-((tert-butoxycarbonyl)amino)-3-(2-cyanoimidazo[1,2-a]pyridin-5-yl)propanoate C(C)(C)(C)OC(=O)N[C@H](C(=O)OC(C)(C)C)CC1=CC=CC=2N1C=C(N2)C#N